C1(=CC=C(C=C1)SNS(=O)(=O)C1=CC=C(C)C=C1)C N-(p-tolylthio)p-toluenesulfonamide